C(C)C(C(=O)O)C#N.C(C)OC(CC#N)=O cyanoacetic acid ethyl ester (ethyl cyanoacetate)